COC1=C2C=CC=C(C2=CC=C1)C(C)N(C)C (5-methoxy-naphthalen-1-yl)-N,N-dimethylethan-1-amine